Cl.Cl.Br hydrobromic acid dihydrochloride